CN1C=CC2=CC=C(C=C12)C1=CN=CC2=C1SCCN2S(=O)(=O)C2=C(C#N)C=CC=C2 8-(1-methyl-1H-indol-6-yl)-2,3-dihydro-4H-pyrido[4,3-b][1,4]thiazine-4-(Sulfonyl)benzonitrile